BrCC=1C(=NC=NC1)C(F)(F)F 5-(Bromomethyl)-4-(trifluoromethyl)pyrimidine